3-((3,4-dihydro-2H-benzo[b][1,4]oxazin-6-yl)thio)pyrazin-2-amine O1C2=C(NCC1)C=C(C=C2)SC=2C(=NC=CN2)N